BrC=1C=C2C(=NC1)N=C(N2)C(C)C=2C=C1CCCNC1=CC2 6-(1-(6-bromo-1H-imidazo[4,5-b]pyridin-2-yl)ethyl)-1,2,3,4-tetrahydroquinoline